2-(2-methoxy-1-methylethoxy)propane di-tert-butyl-(2R,4S)-4-((tert-butoxycarbonyl)oxy)-5-oxopyrrolidine-1,2-dicarboxylate C(C)(C)(C)OC(=O)N1[C@H](C[C@@H](C1=O)OC(=O)OC(C)(C)C)C(=O)OC(C)(C)C.COCC(OC(C)C)C